Thiazol-5-ylmethanamine S1C=NC=C1CN